C(C)(C)C1=C(C=CC=C1)N1/C(/SC(=CC1=O)C1=CC=CC=C1)=N/C(C1=CC(=CC=C1)C)=O (Z)-N-(3-(2-isopropylphenyl)-4-keto-6-phenyl-3,4-dihydro-2H-1,3-thiazin-2-ylidene)-3-methylbenzamide